BrC1=CC=C2C=NC(=NN21)SC 7-bromo-2-(methylsulfanyl)pyrrolo[2,1-f][1,2,4]triazine